P(O)(=O)(OP(=O)(O)OP(=O)(O)O)OC[C@@H]1[C@H]([C@H]([C@@](O1)(N1C(=O)NC(=O)C=C1)CC=CN)O)O 3-aminoallyl uridine-5'-triphosphate